(S)-N-((3-(3-fluoro-4-(2-thia-6-azaspiro[3.3]hept-6-yl)phenyl)-2-oxo-oxazolidin-5-yl)methyl)acetamide FC=1C=C(C=CC1N1CC2(CSC2)C1)N1C(O[C@H](C1)CNC(C)=O)=O